N-(5-(2-((S)-1-cyclopropylethyl)-7-((S)-methylsulfinyl)-1-oxoisoindolin-5-yl)-4-methylthiazol-2-yl)acetamide C1(CC1)[C@H](C)N1C(C2=C(C=C(C=C2C1)C1=C(N=C(S1)NC(C)=O)C)[S@@](=O)C)=O